N1=CC=C(C=C1)NC(=O)C1=CNC2=CC=C(C=C12)C=1CCNCC1 N-(pyridin-4-yl)-5-(1,2,3,6-tetrahydropyridin-4-yl)-1H-indole-3-carboxamide